C1(=CC=CC=C1)C=1N=NN(C1)S(=O)(=O)C1=CC=C(C)C=C1 4-phenyl-1-tosyl-1H-1,2,3-triazole